C1(CC1)C(=O)N1CCC(CC1)C1NCCC2=CC=C(C=C12)OC1=CC=C(C=C1)C(F)(F)F cyclopropyl-[4-[7-[4-(trifluoromethyl)phenoxy]-1,2,3,4-tetrahydroisoquinolin-1-yl]-1-piperidyl]methanone